N-Lauroyl-Sarcosine C(CCCCCCCCCCC)(=O)N(C)CC(=O)O